3-chloro-6-(difluoromethyl)pyridazine-4-carboxylic acid ClC=1N=NC(=CC1C(=O)O)C(F)F